2,2-Diphenyldecanoate C1(=CC=CC=C1)C(C(=O)[O-])(CCCCCCCC)C1=CC=CC=C1